(3S,4S)-4-(difluoromethyl)-1-ethyl-3-methylpiperidine-3-carboxylic acid methyl ester COC(=O)[C@@]1(CN(CC[C@@H]1C(F)F)CC)C